O1C(COCC1)COC1=CC=C(C=C1)C=1C=C(C(NC1C(F)(F)F)=O)C(=O)N 5-(4-((1,4-dioxan-2-yl)methoxy)phenyl)-2-oxo-6-(trifluoromethyl)-1,2-dihydropyridine-3-carboxamide